O1CCN(CC1)C1=CC=C(C=C1)NC1=NC=CC(=N1)C=1C=C(C#N)C=CC1 3-(2-(4-morpholinophenyl-amino)pyrimidin-4-yl)benzonitrile